ClC1=C(C=C(C=C1)F)C1(CC1)C1=NOC(=N1)C1=NN(C(=C1)C(F)(F)F)CC(=O)N1CCN(CC1)C(=O)OC(C)(C)C tert-butyl 4-(2-(3-(3-(1-(2-chloro-5-fluorophenyl)cyclopropyl)-1,2,4-oxadiazol-5-yl)-5-(trifluoromethyl)-1H-pyrazol-1-yl)acetyl)piperazine-1-carboxylate